(E,2S)-2-[[6-chloro-8-(trifluoromethyl)quinazolin-4-yl]amino]-N-(dimethylaminomethylene)propanamide ClC=1C=C2C(=NC=NC2=C(C1)C(F)(F)F)N[C@H](C(=O)/N=C/N(C)C)C